butyl dicyclohexyl-2,3-difluorophenethyl ether C1(CCCCC1)C(CC1=C(C(=CC=C1)F)F)(C1CCCCC1)OCCCC